(E)-N-(4-hydroxy-5-(1-(hydroxyimino)ethyl)-2-methoxyphenyl)acetamide ethyl-4-(2-methylpyridin-4-yl)-quinoline-3-carboxylate C(C)OC(=O)C=1C=NC2=CC=CC=C2C1C1=CC(=NC=C1)C.OC1=CC(=C(C=C1/C(/C)=N/O)NC(C)=O)OC